C1(CCCCCCC1)C(=O)NC=1C=CC2=C(C(=CO2)C=2CC3CCCCN3CC2)C1 5-(cyclooctylcarbonyl)amino-3-(1,4,5,6,7,8,9-heptahydroquinolizin-2-yl)-benzofuran